acetyl-DL-norvaline C(C)(=O)N[C@@H](CCC)C(=O)O |r|